COC1=CC=C(C=C1)C(\C=C\CCNC1=CC=C(C=C1)OC)=O (E)-1-(4-methoxyphenyl)-5-((4-methoxyphenyl)amino)pent-2-en-1-one